sodium diaminophenoxide NC=1C(=C([O-])C=CC1)N.[Na+]